FC1=C(C=C(C(=C1)F)F)C(O)([2H])[2H] (2,4,5-trifluorophenyl)methane-d2-ol